C(C)(C)(C)OC(=O)N1[C@H]2C[C@H]2C[C@@H]1COC1=NC(=CC=C1Cl)OC.FC(CC(C1=CC=CC=C1)NS(=O)(=O)C1=CC=C(C=C1)OC(F)(F)F)(F)F N-(3,3,3-trifluoro-1-phenylpropyl)-4-(trifluoromethoxy)benzenesulfonamide tert-butyl-(1S,3R,5S)-3-{[(3-chloro-6-methoxypyridin-2-yl)oxy]methyl}-2-azabicyclo[3.1.0]hexane-2-carboxylate